3-(4-((8-(diisopropylamino)octyl)thio)-1-oxoisoindolin-2-yl)piperidine-2,6-dione C(C)(C)N(CCCCCCCCSC1=C2CN(C(C2=CC=C1)=O)C1C(NC(CC1)=O)=O)C(C)C